C(C)(=O)N1N=C(C=C1NC(=O)NC1=C(C=C(C=C1)OC1=CC=NC=2NC(C=NC21)=O)F)C(C)(C)C 1-(1-acetyl-3-(tert-butyl)-1H-pyrazol-5-yl)-3-(2-fluoro-4-((3-oxo-3,4-dihydropyrido[2,3-b]pyrazin-8-yl)oxy)phenyl)urea